C1(CCCCC1)(C1=C(N(C2=CC=C(C=C2)C)C2=CC=C(C=C2)C)C=CC=C1)C1=C(N(C2=CC=C(C=C2)C)C2=CC=C(C=C2)C)C=CC=C1 cyclohexylidenebis[N,N-bis(4-methylphenyl)aniline]